O1C(=CC2=C1C=CC=C2)ON=C(C2=CC=CC=C2)O BENZOFURANYL-HYDROXYPHENYL-METHANONE OXIME